FC1=C(C(=CC=C1)F)NC(=O)N1C2CNCC1CC2 N-(2,6-difluorophenyl)-3,8-diazabicyclo[3.2.1]Octane-8-carboxamide